C(C)(C)(C)OC(=O)N1CCC(CC1)(O)C(N[C@@H](CCC=O)C1=CC(=CC(=C1)F)F)=O (S)-4-((1-(3,5-difluorophenyl)-4-oxobutyl)carbamoyl)-4-hydroxypiperidine-1-carboxylic acid tert-butyl ester